FC=C(CNC(OC(C)(C)C)=O)COC=1C=C2CCN(C(C2=CC1)=O)CC1=NOC=C1 t-butyl N-[3-fluoro-2-[[2-(isoxazol-3-yl-methyl)-1-oxo-3,4-dihydroisoquinolin-6-yl]oxymethyl]allyl]carbamate